FC1=C(C=CC(=N1)C(=O)NC)N1CCN(CC1)C1C=C(CC1)C1=NN2C(C(N1)=O)=CC=C2 6-fluoro-N-methyl-5-(4-(3-(4-oxo-3,4-dihydropyrrolo[2,1-f][1,2,4]triazin-2-yl)cyclopent-2-en-1-yl)piperazin-1-yl)picolinamide